Ethyl (S)-3-((tert-butoxycarbonyl)amino)-3-(2-fluoro-4-methyl-5-(4,4,5,5-tetramethyl-1,3,2-dioxaborolan-2-yl)phenyl)propanoate C(C)(C)(C)OC(=O)N[C@@H](CC(=O)OCC)C1=C(C=C(C(=C1)B1OC(C(O1)(C)C)(C)C)C)F